O=S1(CCCCC1)NC(C1=CC=C(C=C1)C1=NOC(=N1)C(F)(F)F)=O N-(1-oxo-tetrahydro-2H-1lambda6-thiopyran-1-yl)-4-(5-(trifluoromethyl)-1,2,4-oxadiazol-3-yl)benzamide